(3S,5R)-1-benzyl-3,5-dimethylpiperidin-4-one C(C1=CC=CC=C1)N1C[C@@H](C([C@@H](C1)C)=O)C